[Br-].ClC=1C=C(OCC[N+](CC)(CC)CCCCCCCCCCCCCCCC)C=CC1Cl [2-(3,4-dichlorophenoxy)-ethyl]hexadecyl-diethyl-ammonium bromide